P(=O)(OC[C@H]1O[C@@]([C@@H]([C@@H]1O)O)(C#N)C1=CC=C2C(=NC=NN21)N)(O[C@@H](COCC2=C(C=C(C=C2)C#N)F)CCCCCCCCCCCCCCCCCCC)O ((2R,3S,4R,5R)-5-(4-aminopyrrolo[2,1-f][1,2,4]triazin-7-yl)-5-cyano-3,4-dihydroxytetrahydrofuran-2-yl)methyl ((R)-1-((4-cyano-2-fluorobenzyl)oxy)henicosan-2-yl) hydrogen phosphate